tolylbenzyl-ammonium bromide [Br-].C1(=C(C=CC=C1)[NH2+]CC1=CC=CC=C1)C